(R)-2-(3-cyano-4-isobutoxyphenyl)-N-(3-(1,1-difluoro-5-(4-isobutylphenyl)hex-1-en-2-yl)phenyl)-4-methylthiazole-5-carboxamide C(#N)C=1C=C(C=CC1OCC(C)C)C=1SC(=C(N1)C)C(=O)NC1=CC(=CC=C1)C(=C(F)F)CC[C@@H](C)C1=CC=C(C=C1)CC(C)C